aluminum diethoxy(ethyl acetoacetate) C(C)OC(C(CC(=O)[O-])=O)(CC)OCC.[Al+3].C(C)OC(C(CC(=O)[O-])=O)(OCC)CC.C(C)OC(C(CC(=O)[O-])=O)(OCC)CC